(S)-3-(2-Methyl-1H-benzo[d]imidazol-6-yl)-4-phenyloxazolidin-2-on CC1=NC2=C(N1)C=C(C=C2)N2C(OC[C@@H]2C2=CC=CC=C2)=O